4-(((cis)-4-(4-(trifluoromethyl)phenyl)cyclohexyl)thio)-1H-1,2,3-triazole-5-carboxylic acid FC(C1=CC=C(C=C1)[C@H]1CC[C@H](CC1)SC=1N=NNC1C(=O)O)(F)F